CC(CC(=O)O)C=CC(CC)C 3,6-dimethyl-4-octenoic acid